2,6-bis(isocyanatomethyl)bicyclo[2.2.1]Heptane N(=C=O)CC1C2C(CC(C1)C2)CN=C=O